(1S,3S)-3-((2-methyl-6-(1-methyl-5-(((((trans-2-methylcyclopropyl)methoxy)carbonyl)amino)methyl)-1H-1,2,3-triazol-4-yl)pyridin-3-yl)oxy)cyclohexane-1-carboxylic acid CC1=NC(=CC=C1O[C@@H]1C[C@H](CCC1)C(=O)O)C=1N=NN(C1CNC(=O)OC[C@H]1[C@@H](C1)C)C